methyl 2-(4-bromophenyl)-2-(2-((1R,3R)-3-(((tert-butyldiphenylsilyl)oxy)methyl)cyclobutanecarboxamido)thiazol-4-yl)propanoate BrC1=CC=C(C=C1)C(C(=O)OC)(C)C=1N=C(SC1)NC(=O)C1CC(C1)CO[Si](C1=CC=CC=C1)(C1=CC=CC=C1)C(C)(C)C